FC1=C(C=C(C(=C1)[N+](=O)[O-])C)C(=O)N1C(CN(CC1)C)C1=CC=CC=C1 (2-fluoro-5-methyl-4-nitrophenyl)-(4-methyl-2-phenylpiperazin-1-yl)methanone